selenium cyanochromone C(#N)C=1OC2=CC=CC=C2C(C1)=O.[Se]